C(=O)=C1NC=2C=CC=C3C(=CN=C1C23)N2C(=C(C=C2)C(=O)NC2=CC(=NC=C2)C(F)(F)F)C(F)(F)F (2-carbonyl-1,2-dihydropyrrolo[2,3,4-ij]isoquinolin-5-yl)-2-trifluoromethyl-N-(2-trifluoromethylpyridin-4-yl)-1H-pyrrole-3-carboxamide